N-(6-((4-(aminomethyl)-1H-pyrazol-1-yl)methyl)-4-methoxybenzo[d]isoxazol-3-yl)-5-ethynyl-2-methoxybenzenesulfonamide hydrochloride Cl.NCC=1C=NN(C1)CC1=CC2=C(C(=NO2)NS(=O)(=O)C2=C(C=CC(=C2)C#C)OC)C(=C1)OC